ClC1=CC(=NC=N1)O 6-Chloro-4-hydroxypyrimidine